BrC1=NC=C(C=C1F)Cl 2-bromo-5-chloro-3-fluoro-pyridine